CO[C@@H](C)C1=C(C=NN1C=1C=NC=CC1)C(=O)OCC ethyl 5-[(1S)-1-methoxyethyl]-1-(pyridin-3-yl)-1H-pyrazole-4-carboxylate